4-(5-fluoroisoindolin-2-yl)-[2,4'-bipyrimidine] FC=1C=C2CN(CC2=CC1)C1=NC(=NC=C1)C1=NC=NC=C1